(S)-4-(1-naphthoylamino)-5-((2-(3-methoxyphenoxy)phenyl)amino)-5-oxopentanoic acid C1(=CC=CC2=CC=CC=C12)C(=O)N[C@@H](CCC(=O)O)C(=O)NC1=C(C=CC=C1)OC1=CC(=CC=C1)OC